3,4-difluorobenzylthioalcohol FC=1C=C(CSO)C=CC1F